1-(2-(4-((3-(2,6-dioxopiperidin-3-yl)-1-methyl-1H-indazol-7-yl)oxy)piperidin-1-yl)-2-oxoethyl)guanidine O=C1NC(CCC1C1=NN(C2=C(C=CC=C12)OC1CCN(CC1)C(CNC(=N)N)=O)C)=O